4-[3-(trifluoromethoxy)-4-[2-(trifluoromethyl)phenoxy]phenyl]-2H,4H,5H,6H,7H-pyrazolo[3,4-b]pyridin-6-one FC(OC=1C=C(C=CC1OC1=C(C=CC=C1)C(F)(F)F)C1C=2C(NC(C1)=O)=NNC2)(F)F